CC1=C(SC=2NC(N(C(C21)=O)[C@@H](C)C2=CC=CC1=CC=CC=C21)=O)C2=CC(=CC=C2)C(F)(F)F (S)-5-Methyl-3-(1-(naphthalen-1-yl)ethyl)-6-(3-(trifluoromethyl)phenyl)thieno[2,3-d]pyrimidine-2,4(1H,3H)-dione